N-(5-(4-(2,6-dichloro-3,5-dimethoxyphenyl)imidazo[1,2-a][1,6]naphthyridin-8-yl)-4-methoxy-2-(7-methyl-2,7-diazaspiro[4.4]nonan-2-yl)phenyl)acrylamide ClC1=C(C(=C(C=C1OC)OC)Cl)C=1C=2N(C3=CC(=NC=C3C1)C=1C(=CC(=C(C1)NC(C=C)=O)N1CC3(CC1)CN(CC3)C)OC)C=CN2